(R)-N-(2-fluoro-5-(2-(3-methoxypyrrolidin-1-yl)acetamido)pyridin-3-yl)-2-(1-methyl-1H-pyrazol-4-yl)-1H-pyrrolo[2,3-b]pyridine-5-carboxamide FC1=NC=C(C=C1NC(=O)C=1C=C2C(=NC1)NC(=C2)C=2C=NN(C2)C)NC(CN2C[C@@H](CC2)OC)=O